sodium 4-cyclopropyl-1,3-thiazole-2-carboxylate C1(CC1)C=1N=C(SC1)C(=O)[O-].[Na+]